FC(OC1=CC=C(C=N1)C1=CN=CC(=N1)C(=O)N/N=C/C=1C(=NC=C(C1)OC)C)F (E)-6-(6-(difluoromethoxy)pyridin-3-yl)-N'-((5-methoxy-2-methylpyridin-3-yl)methylene)pyrazine-2-carbohydrazide